CC1=C(C=C(C=N1)NC(=O)C1=CN=C2N1CCCCC2)C=2C=NC1=CC(=NC=C1C2)NC N-(6-methyl-5-(7-(methylamino)-1,6-naphthyridin-3-yl)pyridin-3-yl)-6,7,8,9-tetrahydro-5H-imidazo[1,2-a]azepine-3-carboxamide